acetic acid (4-methyl-1-propan-2-yl-1-cyclohex-2-enyl) ester CC1C=CC(CC1)(C(C)C)OC(C)=O